[Si](C)(C)(C(C)(C)C)OC1=CC=C(C=C1)CC(=O)O 2-(4-((tert-butyldimethylsilyl)oxy)phenyl)acetic acid